NC1=NC=CC2=C1N(C(N2C[C@H]2N(CCC2)C(=O)C(C#N)=CC(C)(N2CCN(CC2)C2COC2)C)=O)C2=CC=C(C=C2)OC2=CC=CC=C2 (S)-2-(2-((4-amino-2-oxo-3-(4-phenoxyphenyl)-2,3-dihydro-1H-imidazo[4,5-c]pyridin-1-yl)methyl)pyrrolidine-1-carbonyl)-4-methyl-4-(4-(oxetan-3-yl)piperazin-1-yl)pent-2-enenitrile